benzyl 4,4-difluoro-2,5-dimethyl-piperidine-1-carboxylate FC1(CC(N(CC1C)C(=O)OCC1=CC=CC=C1)C)F